5-{4-[4-(4-heptylcyclohexyl)cyclohexyl]phenoxy}benzene-1,3-diamine C(CCCCCC)C1CCC(CC1)C1CCC(CC1)C1=CC=C(OC=2C=C(C=C(C2)N)N)C=C1